5-fluoro-3-pyridyl-methanol FC=1C=C(C=NC1)CO